racemic-tert-butyl 3-{4-[2-(2-ethoxyethoxy)ethoxy]phenyl}-2-hydroxypropanoate C(C)OCCOCCOC1=CC=C(C=C1)C[C@H](C(=O)OC(C)(C)C)O |r|